2,2-difluoro-3-(p-tolyl)propionic acid methyl ester COC(C(CC1=CC=C(C=C1)C)(F)F)=O